CN1CC(CC1=O)CNC(=O)C1=CC2=C(N3C(S2)=NC(=C3)C3=CC=C(C=C3)C(NC)=O)C=C1 N-((1-methyl-5-oxopyrrolidin-3-yl)methyl)-2-(4-(methylcarbamoyl)phenyl)benzo[d]imidazo[2,1-b]thiazole-7-carboxamide